N1=C(C=CC2=CC=CC=C12)C1=NOC(C1)C(=O)N 3-(quinolin-2-yl)-4,5-dihydroisoxazole-5-carboxamide